6-(4-methoxyphenyl)-1-(2-morpholinylethyl)-2-oxo-1,2-dihydroquinoline-3-carboxylic acid ethyl ester C(C)OC(=O)C=1C(N(C2=CC=C(C=C2C1)C1=CC=C(C=C1)OC)CCN1CCOCC1)=O